octyl 3-(2H-benzotriazolyl)-5-(1,1-dimethylethyl)-4-hydroxy-benzoate N=1N(N=C2C1C=CC=C2)C=2C=C(C(=O)OCCCCCCCC)C=C(C2O)C(C)(C)C